CC1=NC=CC(=C1)C=1N=C(SC1CO)NC1=CC=C(C=C1)S(=O)(=O)C 4-(2-methylpyridin-4-yl)-2-((4-(methylsulfonyl)phenyl)amino)thiazol-5-yl-methanol